BrC=1C=C(N(C1)CCOCCOS(=O)(=O)C1=CC=C(C=C1)C)C#N 2-[2-(4-bromo-2-cyano-pyrrol-1-yl)ethoxy]ethyl-4-methylbenzenesulfonate